5-benzyl-2-piperazin-1-yl-pyrimidine C(C1=CC=CC=C1)C=1C=NC(=NC1)N1CCNCC1